OC1=C(C=C(C=C1)C)/C(=C/C1=CC=NC=C1)/C1=CC=C(C=C1)F (E)-4-(2-(2-hydroxy-5-methylphenyl)-2-(4-fluorophenyl)vinyl)pyridine